6-dimethylamino-1-methyl-quinazoline CN(C=1C=C2C=NCN(C2=CC1)C)C